C(C)(C)OC=1C=CC(=NC1)C1=NSC(=N1)NC1=NC=C(C=C1S(=O)(=O)N(C)C)C(F)(F)F 2-(3-(5-isopropoxypyridin-2-yl)-1,2,4-thiadiazol-5-ylamino)-N,N-dimethyl-5-(trifluoromethyl)pyridine-3-sulfonamide